2-chloro-4-((5-cyclopropyl-3-(2,6-dichlorophenyl)isoxazol-4-yl)methoxy)benzaldoxime chloride [Cl-].ClC1=C(C=NO)C=CC(=C1)OCC=1C(=NOC1C1CC1)C1=C(C=CC=C1Cl)Cl